N-((2-(2,6-Dioxopiperidin-3-yl)-1-oxoisoindolin-5-yl)methyl)-5-methyl-4-phenylpicolinamide O=C1NC(CCC1N1C(C2=CC=C(C=C2C1)CNC(C1=NC=C(C(=C1)C1=CC=CC=C1)C)=O)=O)=O